ClC=1C(=NC=CC1)N1N=C(C=C1C(=O)NC=1C(=CC=2N(C1C(=O)NCC#C)N=CC2)C)OCC(F)(F)F 6-(1-(3-Chloropyridin-2-yl)-3-(2,2,2-trifluoroethoxy)-1H-pyrazol-5-carboxamido)-5-methyl-N-(prop-2-yn-1-yl)pyrazolo[1,5-a]pyridin-7-carboxamid